(3-bromo-1-methyl-1H-indol-6-yl)(4-(1-(3-fluorobenzyl)-1H-benzo[d]imidazol-2-yl)piperidin-1-yl)methanone BrC1=CN(C2=CC(=CC=C12)C(=O)N1CCC(CC1)C1=NC2=C(N1CC1=CC(=CC=C1)F)C=CC=C2)C